(E)-(3-(2-(benzyloxy)-3-methoxyphenyl)-1-(methylsulfinyl)allyl)(methyl)sulfane C(C1=CC=CC=C1)OC1=C(C=CC=C1OC)/C=C/C(S(=O)C)SC